C1(CC1)C(CCC#N)N1N=C(C=C1)C=1C=CC=C2C=NC(=NC12)NC1=CC(=CC=C1)N1CCN(CC1)C(C)=O 8-(1-(1-Cyclopropylcyanopropyl)pyrazolyl)-N-(3-(1-acetylpiperazin-4-yl)phenyl)quinazolin-2-amine